CC=1C(=NC=CC1)C1=CC=C(C=C1)C1=NNC2=NC=C(C=C21)C=2C=CC1=C(CC[C@H](CC1)N[C@@H]1COCCC1)C2 (3S)-N-[(7S)-2-{3-[4-(3-Methylpyridin-2-yl)phenyl]-1H-pyrazolo[3,4-b]pyridin-5-yl}-6,7,8,9-tetrahydro-5H-benzo[7]annulen-7-yl]oxan-3-amine